C1(=C(C=CC2=CC=CC=C12)OC1=C(C=C(C(=O)O)C=C1)C=1C2=CC=CC=C2C=2C=CC=CC2C1)C1=C(C=CC2=CC=CC=C12)OC1=C(C=C(C(=O)O)C=C1)C=1C2=CC=CC=C2C=2C=CC=CC2C1 4,4'-[[1,1'-binaphthalene]-2,2'-diylbis(oxy)]bis[3-(phenanthren-9-yl)benzoic acid]